1,6-diiodononane ICCCCCC(CCC)I